C(C)(C)(C)OC(=O)N1CCC(CC1)C=1C(=C(C(=O)O)C=CC1)F 1-(t-Butoxycarbonyl)piperidin-4-yl-2-fluorobenzoic acid